CC1(NC=C(C2=CC(=NC=C12)NC1=NC=CC=C1)C#CC=1C=CC2=C(N(N=N2)C)C1)N 1-methyl-4-((1-methyl-1H-benzo[d][1,2,3]triazol-6-yl)ethynyl)-N6-(pyridin-2-yl)-2,7-naphthyridine-1,6-diamine